C(C)(C)(C)OC(=O)N1CC=2C=C(C=NC2C(C1)(F)F)B(O)O (6-t-butoxycarbonyl-8,8-difluoro-5,7-dihydro-1,6-naphthyridin-3-yl)boronic acid